Magnesium-Nickel [Ni].[Mg]